C(C)N(CC)C1=C(C(=O)C2=CC=CC=C2)C=CC=C1 N,N-diethylaminobenzophenone